C(C1=CC=CC=C1)O[C@H]1[C@H]([C@@H](O[C@]1(C=C)COCC1=CC=CC=C1)N1C(NC(C(=C1)C)=O)=O)OC(=C)CC 1-((2R,3R,4S,5R)-4-(benzyloxy)-5-((benzyloxy)methyl)-3-(but-1-en-2-yloxy)-5-vinyltetrahydrofuran-2-yl)-5-methylpyrimidine-2,4(1H,3H)-dione